5-bromo-2-[(2-chloro-4-iodophenyl)amino]-N-(cyclopropylmethoxy)-3,4-difluoro-benzamide BrC=1C(=C(C(=C(C(=O)NOCC2CC2)C1)NC1=C(C=C(C=C1)I)Cl)F)F